CS(=O)(=O)[O-].CS(=O)(=O)[O-].NC(=O)C1=CC=[N+](C=C1)COC[N+]1=C(C=C(C=C1)C=NO)C=NO 1-[[[4-(aminocarbonyl)pyridinio]methoxy]methyl]-2,4-bis[(hydroxyimino)methyl]pyridinium dimethanesulfonate